2,6-dioxopiperidin-3-yl-5-fluoroisoindoline-1,3-dione O=C1NC(CCC1N1C(C2=CC=C(C=C2C1=O)F)=O)=O